4,4'-di-tertButyl-2,2'-bipyridine C(C)(C)(C)C1=CC(=NC=C1)C1=NC=CC(=C1)C(C)(C)C